3-tert-butyl-1-{1-[(1S)-1-(2-fluoro-5-formylphenyl)ethyl]-2-oxoquinoxalin-6-yl}urea C(C)(C)(C)NC(NC=1C=C2N=CC(N(C2=CC1)[C@@H](C)C1=C(C=CC(=C1)C=O)F)=O)=O